1-(5-chloro-4-(5,5-dimethyl-5,6-dihydro-4H-pyrrolo[1,2-b]pyrazol-3-yl)pyridin-2-yl)-3-((1r,3s)-3-(4-methylpiperazine-1-carbonyl)cyclohexyl)urea ClC=1C(=CC(=NC1)NC(=O)N[C@H]1C[C@H](CCC1)C(=O)N1CCN(CC1)C)C1=C2N(N=C1)CC(C2)(C)C